C(C(O)CO)CCCCCCCCCCCCCCCCCC(=O)OC(COC(CCCCCCCCCCCCCCCCC)=O)CO glycerol monostearate (Glyceryl-monostearate)